1-((R)-1-(2-aminothiazol-5-yl)-2-((S)-2-(fluoromethyl)morpholino)ethyl)-5,5-difluorotetrahydropyrimidin-2(1H)-one NC=1SC(=CN1)[C@@H](CN1C[C@H](OCC1)CF)N1C(NCC(C1)(F)F)=O